CC1C(N(C(CN1C1=NC(=NC=C1)C1=CN=C2N1C=C(N=C2)C(F)(F)F)C)O)C=2C=NNC2 3,6-dimethyl-2-(1H-pyrazol-4-yl)-4-(2-(6-(trifluoromethyl)imidazo[1,2-a]pyrazin-3-yl)pyrimidin-4-yl)piperazin-1-ol